2-[2-(2-benzylsulfanylethylthio)ethyl]pyridine C(C1=CC=CC=C1)SCCSCCC1=NC=CC=C1